methyl 1-((6-(1-(2,6-dichlorophenyl)azetidin-3-yl)pyridin-3-yl)methyl)piperidine-4-carboxylate ClC1=C(C(=CC=C1)Cl)N1CC(C1)C1=CC=C(C=N1)CN1CCC(CC1)C(=O)OC